diethyl 1-(4-aminophenylsulfonyl)ethylphosphonate NC1=CC=C(C=C1)S(=O)(=O)C(C)P(OCC)(OCC)=O